N-methyl-3-phenyl-3-(4-(trifluoromethyl)phenoxy)propylamine CNCCC(OC1=CC=C(C=C1)C(F)(F)F)C1=CC=CC=C1